4-methyl-1-[2-(4-methyl-sulfonylpiperazin-1-yl)propyl]-5-[[2-[6-(2,2,2-trifluoroethyl)pteridin-4-yl]-2,7-diazaspiro[3.5]nonan-7-yl]methyl]indole-2-carbonitrile CC1=C2C=C(N(C2=CC=C1CN1CCC2(CN(C2)C2=NC=NC3=NC=C(N=C23)CC(F)(F)F)CC1)CC(C)N1CCN(CC1)S(=O)(=O)C)C#N